oxetanoyl-cyclobutylamine O1C(CC1)C(=O)NC1CCC1